methoxy-octadiene COC=CC=CCCCC